NCC[Si](OC)(OC)OC β-aminoethyltrimethoxysilane